(benzo[d][1,3]dioxol-5-yl)-1-(5-fluoropyridin-2-yl)-5-hydroxy-1H-pyrazole-3-carboxamide O1COC2=C1C=CC(=C2)C=2C(=NN(C2O)C2=NC=C(C=C2)F)C(=O)N